S1N=NC2=C1C=CC(=N2)C=2C=CC1=C(N=NS1)N2 bipyridothiadiazole